N[C@@H](C(COC1=C(C=C(C=N1)S(=O)(=O)NC=1SC(=CN1)F)Cl)CC1=C(C=CC=C1)CN)C 6-((3R)-3-amino-2-(2-(aminomethyl)benzyl)butoxy)-5-chloro-N-(5-fluorothiazol-2-yl)pyridine-3-sulfonamide